Methyl-4-fluoro-2-methyl-5-(4,4,5,5-tetramethyl-1,3,2-dioxaborol-2-yl)benzoate COC(C1=C(C=C(C(=C1)B1OC(C(O1)(C)C)(C)C)F)C)=O